ClC=1C=C2C(=NC(=NC2=C(C1C1=CC(=CC2=CC=CC=C12)O)F)OCCC=1N(C=CN1)C)N1CC2CCC(C1)N2 4-(6-chloro-4-{3,8-diazabicyclo[3.2.1]oct-3-yl}-8-fluoro-2-[2-(1-methyl-1H-imidazol-2-yl)ethoxy]quinazolin-7-yl)naphthalene-2-ol